(R)-N-(1-(8-(piperidin-4-yl)imidazo[1,5-a]pyrazin-3-yl)piperidin-3-yl)-5-(trifluoromethyl)pyrimidin-2-amine N1CCC(CC1)C=1C=2N(C=CN1)C(=NC2)N2C[C@@H](CCC2)NC2=NC=C(C=N2)C(F)(F)F